(2S)-N-(7,8-Dichloro-6-(difluoromethyl)-1-methyl-2-oxo-1,2,3,4,5,6-hexahydroazepino[4,5-b]indol-10-yl)-2-hydroxypropanamide ClC1=C(C=C(C=2C3=C(N(C12)C(F)F)CCNC(C3C)=O)NC([C@H](C)O)=O)Cl